C(C1=CC=CC=C1)OC1=CC2=C(C(=C(S2=O)C2=CC=C(C=C2)Br)Br)C=C1 6-(benzyloxy)-3-bromo-2-(4-bromophenyl)-benzothiophen-1-one